1,2-cyclohexane-dione dioxime C1(C(CCCC1)=NO)=NO